C(C=C)(=O)OCCCCCCCCCCCC dodecanyl acrylate